5,6-difluoro-4-hydroxyl-2-naphthoic acid methyl ester COC(=O)C1=CC2=CC=C(C(=C2C(=C1)O)F)F